C(C)(C)(C)C1=NN=C(O1)C=1C=CC2=C(N(C([C@H](CS2)NC(OC(C)(C)C)=O)=O)CC2=CC=C(C=C2)OC(C(F)F)(F)F)C1 tert-butyl N-[(3R)-7-(5-tert-butyl-1,3,4-oxadiazol-2-yl)-4-oxo-5-[[4-(1,1,2,2-tetrafluoroethoxy)phenyl]methyl]-2,3-dihydro-1,5-benzothiazepin-3-yl]carbamate